methyl-bis(2-hydroxyethyl)benzylamine CC(C1=CC=CC=C1)N(CCO)CCO